6-cyclohexanedimethanol C1(CCCCC1CO)CO